COC=1C=C(C=CC1OC)C1=CC=NC=2N1N=C(C2)C(=O)NC2=CC=C(C(=O)N[C@H](C)C(=O)O)C=C2 (4-(7-(3,4-dimethoxyphenyl)pyrazolo[1,5-a]pyrimidine-2-carboxamido)benzoyl)-D-alanine